methyl 2-[(1S,4S,5R)-5-[[5-cyclopropyl-3-(oxan-4-yl)-1,2-oxazol-4-yl]methoxy]-2-azabicyclo[2.2.1]heptan-2-yl]-4-(trifluoromethoxy)-1,3-benzothiazole-6-carboxylate C1(CC1)C1=C(C(=NO1)C1CCOCC1)CO[C@H]1[C@@H]2CN([C@H](C1)C2)C=2SC1=C(N2)C(=CC(=C1)C(=O)OC)OC(F)(F)F